C1C(CC2=CC=CC=C12)NS(=O)(=O)C1=CC=C(C=C1)C N-(2,3-dihydro-1H-inden-2-yl)-4-methylbenzenesulfonamide